(difluoro(2-(((S)-1-((2S,4R)-4-hydroxy-2-((R)-2-phenylmorpholine-4-carbonyl)pyrrolidin-1-yl)-3,3-dimethyl-1-oxobutan-2-yl)carbamoyl)benzo[b]thiophen-5-yl)methyl)phosphonic acid FC(C1=CC2=C(SC(=C2)C(N[C@H](C(=O)N2[C@@H](C[C@H](C2)O)C(=O)N2C[C@H](OCC2)C2=CC=CC=C2)C(C)(C)C)=O)C=C1)(F)P(O)(O)=O